ClCC(=O)N(C1=CC=CC=C1)C1=C(C=CC=C1Cl)Cl N-(2-chloroacetyl)-N-(2,6-dichlorophenyl)aniline